CC1(CC(CC(C1)C)OC(=O)C1=C(C=CC=C1)[O-])C 2-{[(3,3,5-trimethylcyclohexyl)oxy]carbonyl}phenolate